(3ar,11as)-6-chloro-10-methyl-1-(6-methyl-4-(trifluoromethyl)pyridin-2-yl)-5-(3-(piperazin-1-yl)propyl)-1,3a,4,5,10,11a-hexahydro-2H-benzo[b]pyrrolo[2,3-f][1,4]diazocine-2,11(3H)-dione ClC1=CC=CC2=C1N(C[C@@H]1[C@@H](C(N2C)=O)N(C(C1)=O)C1=NC(=CC(=C1)C(F)(F)F)C)CCCN1CCNCC1